methyl 4-fluoro-7-nitro-2,3-dihydrobenzofuran-5-carboxylate FC1=C(C=C(C2=C1CCO2)[N+](=O)[O-])C(=O)OC